BrC(C(=O)O)CC(C)C 2-bromo-4-methylpentanoic acid